6-Ethyl-N-((S)-1-(2-(4-fluorophenyl)-5-(1-methyl-1H-pyrazol-4-yl)-1H-imidazol-4-yl)-7-oxononyl)-6-azaspiro[2.5]octan-1-carboxamid C(C)N1CCC2(CC2C(=O)N[C@@H](CCCCCC(CC)=O)C=2N=C(NC2C=2C=NN(C2)C)C2=CC=C(C=C2)F)CC1